3,8-dihydroxy-2,9-dimethyl-6H-benzo[c]chromen-6-one OC1=C(C=C2C3=C(C(OC2=C1)=O)C=C(C(=C3)C)O)C